FC(CC=1C(=NOC1)C(CC)=O)(F)F 1-[4-(2,2,2-trifluoroethyl)isoxazol-3-yl]propan-1-one